2-[3-(methylamino)propylamino]ethanethiol CNCCCNCCS